C1(CC1)N1C(C(=CC=C1)C(=O)NC1=CC=2N(C(=C1OC)C)N=C(C2)CCC(C)(C)O)=O 1-cyclopropyl-N-[2-(3-hydroxy-3-methylbutyl)-6-methoxy-7-methyl-pyrazolo[1,5-a]pyridin-5-yl]-2-oxo-pyridine-3-carboxamide